ClC=1C(=NC(=NC1)C(=O)N[C@@H]1C(N(C2=C(OC1)C=C(C=N2)F)C)=O)C2=CC=C(C=C2)F (S)-5-chloro-N-(8-fluoro-5-methyl-4-oxo-2,3,4,5-tetrahydropyrido[3,2-b]-[1,4]oxazepin-3-yl)-4-(4-fluorophenyl)pyrimidine-2-carboxamide